COC(=O)C=1C(=CC=CC1)C1=CC(=CC=C1)CN1N=CC=C1 3'-((1H-pyrazol-1-yl)methyl)-[1,1'-biphenyl]-2-carboxylic acid methyl ester